CCCCC/C=C\C/C=C\C/C=C\CCCCC(=O)O[C@H](COC(=O)CCCCC/C=C\C/C=C\C/C=C\C/C=C\CCCCC)COP(=O)([O-])OCC[N+](C)(C)C 1-(7Z,10Z,13Z,16Z-docosatetraenoyl)-2-(6Z,9Z,12Z-octadecatrienoyl)-glycero-3-phosphocholine